NN1C(=NC(=C1C(=O)N)C1=CC=C(C=C1)C(NC1=NC=CC=C1)=O)[C@H]1N(CCC1)C(C(=C)C)=O (S)-1-Amino-2-(1-methacryloylpyrrolidin-2-yl)-4-(4-(pyridin-2-ylcarbamoyl)phenyl)-1H-imidazol-5-carboxamid